C(C)(C)(C)C=1NC(C2=C(N1)N(N=N2)CC2=NN=NN2C)=O 5-Tert-butyl-3-[(1-methyltetrazol-5-yl)methyl]-6H-triazolo[4,5-d]pyrimidin-7-one